C1(CCCC1)C1=NC(=NC2=NC(=C(N=C12)C)C)N1C[C@@H](OCC1)C=1C=NN(C1)C 4-cyclopentyl-6,7-dimethyl-2-((2S)-2-(1-methyl-1H-pyrazol-4-yl)-4-morpholinyl)pteridine